FC=1C(=NC(=NC1)NC1CC(CCC1)C(=O)OC)C1=CC(=NC=C1)C(C)(C)O methyl 3-((5-fluoro-4-(2-(2-hydroxypropan-2-yl)pyridin-4-yl)pyrimidin-2-yl)amino)cyclohexane-1-carboxylate